N[C@H]1CN(CCC1)C(=O)C=1C=C2OCCN3C(=NC(C1)=C32)C=3N(C2=CC=CC=C2C3)CC3COC3 (R)-(3-Aminopiperidin-1-yl)(2-(1-(oxetan-3-ylmethyl)-1H-indol-2-yl)-3,4-dihydro-5-oxa-1,2a-diazaacenaphthylen-7-yl)methanone